ClC1=CC=C(N=N1)C(C#N)N=C(C1=CC=CC=C1)C1=CC=CC=C1 2-(6-chloropyridazin-3-yl)-2-[(diphenylmethylidene)amino]acetonitrile